C1(CC1)S(=O)(=O)N1N=CC(=C1)C1=NC=CC(=N1)NC1=NC=C(C(=C1)NC1CCC(CC1)(O)C)C1=NC=C(N=C1)OC1COCC1 (1s,4s)-4-((2-((2-(1-(Cyclopropylsulfonyl)-1H-pyrazol-4-yl)pyrimidin-4-yl)amino)-5-(5-((tetrahydrofuran-3-yl)oxy)pyrazin-2-yl)pyridin-4-yl)amino)-1-methylcyclohexan-1-ol